C1(=CC=CC=C1)C1CCC(CC1)OC(C(CC=1C=C2C=NNC2=C(C1)C)NC(=O)N1CCC(CC1)N1C(NC2=CC=CC=C2C1)=O)=O 3-(7-Methyl-1H-indazol-5-yl)-2-{[4-(2-oxo-1,4-dihydro-2H-quinazolin-3-yl)-piperidine-1-carbonyl]-amino}-propionic acid 4-phenyl-cyclohexyl ester